C(C)(C)(C)C=1C=C(C2=C(C(C(O2)=O)C2=CC=C(C=C2)OCCO)C1)C(C)(C)C 5,7-di-tert-butyl-3-(4-[2-hydroxyethoxy]phenyl)benzofuran-2-one